[Si](C)(C)(C(C)(C)C)OS(=O)(=O)C(F)(F)F t-butyldimethylsilyltrifluoromethanesulfonate